(S)-4-(dimethylamino)-4-oxo-butan-2-ylcarbamic acid tert-butyl ester C(C)(C)(C)OC(N[C@@H](C)CC(=O)N(C)C)=O